ClC1(CC=2N(C3=C(C1)C=CC=C3)C(=NN2)[C@@H]2CC[C@H](CC2)C(=O)N2CCN(CC2)C)OC [trans-4-(5-chloro-5-methoxy-5,6-dihydro-4H-[1,2,4]triazolo[4,3-a][1]benzazepin-1-yl)cyclohexyl](4-methylpiperazin-1-yl)methanone